Cl.FC1(C[C@H](CNC1)N1C(CC(CC1)C)=O)F (3'R)-5',5'-difluoro-4-methyl[1,3'-bipiperidin]-2-one, hydrochloride salt